7-((5-(4-methylpiperazin-1-yl)pyridin-2-yl)amino)-4-(3-(tetrahydro-2H-pyran-4-yl)pyridin-4-yl)isoindolin-1-one CN1CCN(CC1)C=1C=CC(=NC1)NC=1C=CC(=C2CNC(C12)=O)C1=C(C=NC=C1)C1CCOCC1